2-(3,4,5-trimethoxyphenoxy)ethan-1-amine COC=1C=C(OCCN)C=C(C1OC)OC